C(C=C)(=O)NC=1C(=C(C(=O)NCC=2C(NC(=CC2CC)CC)=O)C=C(C1)Br)C 3-acrylamido-5-bromo-N-((4,6-diethyl-2-oxo-1,2-dihydropyridin-3-yl)methyl)-2-methylbenzamide